tert-butyl (5-(2-amino-5-fluoro-1H-benzo[d]imidazol-1-yl)pentyl)carbamate Tert-Butyl-(5-((4-fluoro-2-nitrophenyl)amino)pentyl)carbamate C(C)(C)(C)N(C(O)=O)CCCCCNC1=C(C=C(C=C1)F)[N+](=O)[O-].NC1=NC2=C(N1CCCCCNC(OC(C)(C)C)=O)C=CC(=C2)F